ClC=1C(=CC=2N=CNC(C2N1)=O)OC 6-chloro-7-methoxypyrido[3,2-d]pyrimidin-4(3H)-one